10-bromo-N-((3S,4S)-4-(3,5-difluorophenyl)piperidin-3-yl)-5,6-dihydropyrazolo[1,5-d]thieno[3,2-f][1,4]oxazepine-2-carboxamide BrC=1C=NN2CCOC3=C(C21)C=C(S3)C(=O)N[C@@H]3CNCC[C@H]3C3=CC(=CC(=C3)F)F